N,N-diphenyl-cyclobutylcarboxamide C1(=CC=CC=C1)N(C(=O)C1CCC1)C1=CC=CC=C1